C(C)OC(=O)C1=NC=2C(=C3C(=NC2)N(C=C3)S(=O)(=O)C3=CC=CC=C3)N1 6-(phenylsulfonyl)-1,6-dihydroimidazo[4,5-d]Pyrrolo[2,3-b]Pyridine-2-carboxylic acid ethyl ester